C[C@@H]1N(CC1)C=1N=C(C2=C(N1)CCC2)C2=CC(=NC=C2)S(=O)(=O)N (S)-4-(2-(2-methylazetidin-1-yl)-6,7-dihydro-5H-cyclopenta[d]pyrimidin-4-yl)pyridine-2-sulfonamide